CN1C[C@H](CC1)C(=O)O (S)-1-methyl-pyrrolidine-3-carboxylic acid